CC1=CC=CC(=N1)C1=C(N=CN1)C=1C=C2C=C(C=NC2=CC1)NCCN1C[C@@H](CCC1)C(=O)OC1CCNCC1 piperidin-4-yl (R)-1-(2-((6-(5-(6-methylpyridin-2-yl)-1H-imidazol-4-yl)quinolin-3-yl)amino)ethyl)piperidine-3-carboxylate